4-(2-(2,4-difluorophenoxy)-5-((1-methylethyl)sulfonylamino)phenyl)-2,6-dimethylpyridine FC1=C(OC2=C(C=C(C=C2)NS(=O)(=O)C(C)C)C2=CC(=NC(=C2)C)C)C=CC(=C1)F